ClC1=CC=C(C(=O)N2C(=C(C3=CC(=CC=C23)OC)CC(=O)OCC2=CC=C(C=C2)[C@H](C)[C@@H](C(=O)N(C)C)NC2=CC=CC=C2)C)C=C1 4-((2S,3S)-4-(Dimethylamino)-4-oxo-3-(phenylamino)butan-2-yl)benzyl 2-(1-(4-chlorobenzoyl)-5-methoxy-2-methyl-1H-indol-3-yl)acetate